C(C)(C)(CCC)OOC(CCCCCC(C)(C)C)=O.C(=O)(OCC(CCCC)CC)OOC(=O)OCC(CCCC)CC di(2-ethylhexyl) peroxydicarbonate tert-hexyl-peroxyneodecanoate